(S)-5-(5-cyano-6-((1-hydroxypropan-2-yl)amino)pyridin-3-yl)-N-cyclopropyl-2-fluoro-4-methylbenzamide C(#N)C=1C=C(C=NC1N[C@H](CO)C)C=1C(=CC(=C(C(=O)NC2CC2)C1)F)C